C1(=C(C=CC=C1)NC(=N)NNC(=N)N)C ortho-tolyl-biguanidine